NC1=C(CNC2CC(CCC2)S)C=C(C=C1Br)Br 3-(2-amino-3,5-dibromo-benzylamino)-cyclohexanethiol